(S)-ethyl (4-(3-amino-6-p-tolylpyrazine-2-carboxamido)phenylsulfonyl)methyl(ethyl)phosphinate NC=1C(=NC(=CN1)C1=CC=C(C=C1)C)C(=O)NC1=CC=C(C=C1)S(=O)(=O)C[P@](OCC)(=O)CC